5-Bromo-2H-pyrazolo[3,4-b]pyridine BrC1=CC=2C(N=C1)=NNC2